4-[(4-ethylphenyl)methyl]-3-(6-O-isopropoxycarbonyl-β-D-glucopyranosyloxy)-1-isopropyl-5-methylpyrazole C(C)C1=CC=C(C=C1)CC=1C(=NN(C1C)C(C)C)O[C@H]1[C@H](O)[C@@H](O)[C@H](O)[C@H](O1)COC(=O)OC(C)C